(S)-quinuclidin-3-yl (5-(2-fluoro-4-(trifluoromethyl)phenyl)-2,2-dimethyl-2,3-dihydro-1H-inden-1-yl)carbamat FC1=C(C=CC(=C1)C(F)(F)F)C=1C=C2CC(C(C2=CC1)NC(O[C@@H]1CN2CCC1CC2)=O)(C)C